O[C@H](COC=1C=C(C=CC1)S(=O)(=O)NC1CCOCC1)CNC1COC2(C1)CCN(CC2)S(=O)(=O)C2=CC1=CC=CC=C1C=C2 3-((2S)-2-hydroxy-3-(8-(naphthalen-2-ylsulfonyl)-1-oxa-8-azaspiro[4.5]dec-3-ylamino)propoxy)-N-(tetrahydro-2H-pyran-4-yl)benzenesulfonamide